(R)-2,4-diaminobutyric acid N[C@@H](C(=O)O)CCN